(2-cyclopropyl-2-(3-hydroxyphenyl)ethyl)phosphonic acid dimethyl ester COP(OC)(=O)CC(C1=CC(=CC=C1)O)C1CC1